diphenylbis(4-hydroxyphenyl)methane C1(=CC=CC=C1)C(C1=CC=C(C=C1)O)(C1=CC=C(C=C1)O)C1=CC=CC=C1